tert-butyl 3-[(7-{[(2R)-1,4-dioxan-2-ylmethyl]carbamoyl}-8-methyl-4,5-dihydro-2H-furo[2,3-g]indazol-2-yl)methyl]azetidine-1-carboxylate O1[C@@H](COCC1)CNC(=O)C1=C(C2=C(CCC3=CN(N=C23)CC2CN(C2)C(=O)OC(C)(C)C)O1)C